(2S)-2-[(tert-butoxycarbonyl)amino]-3-cyclopropyl-3-methylpropanoic acid C(C)(C)(C)OC(=O)N[C@H](C(=O)O)C(C)C1CC1